[Ti].C(CCCCCCC\C=C/CCCCCCCC)(=O)O (oleic acid) titanium